N,N-dimethyl-1-(7-nitro-2,3-dihydro-1H-inden-4-yl)piperidin-4-amine CN(C1CCN(CC1)C1=C2CCCC2=C(C=C1)[N+](=O)[O-])C